N-[4-[2-[4-ethylsulfonyl-2-(trifluoromethyl)piperazin-1-yl]-6-oxo-1H-pyridin-4-yl]-2-pyridyl]acetamide C(C)S(=O)(=O)N1CC(N(CC1)C=1NC(C=C(C1)C1=CC(=NC=C1)NC(C)=O)=O)C(F)(F)F